NC1=NC=CC(=C1Cl)SC1=CN=C(N=N1)N1CCC2(CC1)[C@H](C1=CC=CC=C1C2)N (R)-1'-(6-((2-amino-3-chloropyridin-4-yl)thio)-1,2,4-triazin-3-yl)-1,3-dihydrospiro[inden-2,4'-piperidin]-1-amine